N-[6-(4-amino-5-{3-fluoro-4-[(4-methylpyrimidin-2-yl)oxy]phenyl}-7-ethyl-5H-pyrrolo[3,2-d]pyrimidin-6-yl)-5-methylpyridin-3-yl]-3-(benzenesulfonyl)propionamide NC=1C2=C(N=CN1)C(=C(N2C2=CC(=C(C=C2)OC2=NC=CC(=N2)C)F)C2=C(C=C(C=N2)NC(CCS(=O)(=O)C2=CC=CC=C2)=O)C)CC